NC1=NC=NN2C1=C(C=C2C2CCN(CC2)C(C(C)C)=O)C2=C(C=C(C=C2)C2C=1N(CCC2)N(C(C1C(=O)N)=O)C1=CC=CC=C1)F (4-(4-amino-7-(1-isobutyrylpiperidin-4-yl)pyrrolo[2,1-f][1,2,4]triazin-5-yl)-3-fluorophenyl)-2-oxo-1-phenyl-1,2,4,5,6,7-hexahydropyrazolo[1,5-a]pyridine-3-carboxamide